CN(CCC[Si](OC)(OC)OC)C (3-dimethylaminopropyl)-trimethoxysilane